C(C=C)OC[C@H](N(C)C(=O)OCC1=CC=CC=C1)C(=O)O O-allyl-N-((benzyloxy)carbonyl)-N-methyl-L-serine